CC1(OCC[C@H](C1)C1=NC=2C(=NC=CC2C2CCN(CC2)C(=O)C2=CC=C(C=C2)OC(F)(F)F)N1)C |r| (rac)-[4-[2-(2,2-dimethyltetrahydropyran-4-yl)-3H-imidazo[4,5-b]pyridin-7-yl]-1-piperidyl]-[4-(trifluoromethoxy)phenyl]methanone